C(#N)[C@H]1N(CSC1)C(CNC(=O)C1=CC=NC2=CC=C(C=C12)N1CC(C1)C)=O (R)-N-(2-(4-cyanothiazolidin-3-yl)-2-oxoethyl)-6-(3-methylazetidin-1-yl)quinoline-4-carboxamide